N1=C(C=CC=C1)C[C@H](CNC1=CC=C(C=C1)C(F)(F)F)CCC (R)-N-[2-(pyridin-2-ylmethyl)pentyl]-4-trifluoromethylaniline